[Na+].P(=O)([O-])OP(=O)[O-].[Na+] diphosphonic acid sodium salt